(3-cyclopropyl-1-(9-ethyl-6-morpholino-8-(pyridin-4-yl)-9H-purin-2-yl)-1H-pyrazol-5-yl)methanol methyl-5-amino-8-(benzyloxy)-4-(3-chlorophenyl)-1,6-naphthyridine-7-carboxylate CC1=NC2=C(C(=NC(=C2C(=C1)C1=CC(=CC=C1)Cl)N)C(=O)OCC1=CC(=NN1C1=NC(=C2N=C(N(C2=N1)CC)C1=CC=NC=C1)N1CCOCC1)C1CC1)OCC1=CC=CC=C1